NC1=NN2C(C=C(C=C2)C=2C=C(C(=NC2)OC)C(=O)NCC2=CC(=CC=C2)OC2CCCC2)=N1 5-{2-amino-[1,2,4]triazolo[1,5-a]pyridin-7-yl}-N-{[3-(cyclopentyloxy)phenyl]methyl}-2-methoxypyridine-3-carboxamide